tert-butyl (2S,4R)-2-((4H-1,2,4-triazol-4-yl) methyl)-4-aminopyrrolidine-1-carboxylate N=1N=CN(C1)C[C@H]1N(C[C@@H](C1)N)C(=O)OC(C)(C)C